COC([C@H](CC1=C(C=CC=C1Cl)Cl)NC(C1=CC=CC=C1)=O)=O.COS(=O)(=O)[O-].C(C=C)(=O)OCC[N+](C)(C)C acryloyl-oxyethyltrimethyl-ammonium methyl-sulfate Methyl-(S)-2-benzamido-3-(2,6-dichlorophenyl)propanoate